1-((1r,4r)-4-aminocyclohexyl)-3-phenyl-1-(4-bromophenyl)urea NC1CCC(CC1)N(C(=O)NC1=CC=CC=C1)C1=CC=C(C=C1)Br